BrC(C(=O)N1CCN(C2=CC=CC=C12)CC1CC1)C 2-bromo-1-(4-(cyclopropylmethyl)-3,4-dihydroquinoxaline-1(2H)-yl)propan-1-one